3-(5-(((3R,5R)-1-cyclobutyl-5-methylpiperidin-3-yl)oxy)-1-oxoisoindolin-2-yl)piperidine-2,6-dione formate C(=O)O.C1(CCC1)N1C[C@@H](C[C@H](C1)C)OC=1C=C2CN(C(C2=CC1)=O)C1C(NC(CC1)=O)=O